tert-butyl (S,E)-(3-(3-(methyl((3-methylbenzofuran-2-yl)methyl)amino)-3-oxoprop-1-en-1-yl)-8-oxo-6,7,8,9-tetrahydro-5H-pyrido[2,3-b]azepin-7-yl)carbamate CN(C(/C=C/C1=CC2=C(NC([C@H](CC2)NC(OC(C)(C)C)=O)=O)N=C1)=O)CC=1OC2=C(C1C)C=CC=C2